maleimidobenzyl azide C1(C=CC(N1C(C1=CC=CC=C1)N=[N+]=[N-])=O)=O